Sodium (2S,5R)-2-(N-((3-methoxy-3-oxopropyl)sulfonyl)carbamimidoyl)-7-oxo-1,6-diazabicyclo[3.2.1]octan-6-ylsulfate COC(CCS(=O)(=O)NC(=N)[C@H]1N2C(N([C@H](CC1)C2)OS(=O)(=O)[O-])=O)=O.[Na+]